ClC1=C(C=CC=2N1C=CN2)SC=2N=CC(=NC2)N2CCC1([C@@H](C=3N(N=CC3)C1)N)CC2 (S)-1-(5-((5-chloroimidazo[1,2-a]pyridin-6-yl)thio)pyrazin-2-yl)-4'H,6'H-spiro[piperidine-4,5'-pyrrolo[1,2-b]pyrazol]-4'-amine